FC1=C(C=CC(=C1C1=CC=C2C(=NNC2=C1F)C=1NC=CN1)F)NS(=O)(=O)C1=C(C=CC=C1)C N-(2,4-difluoro-3-(7-fluoro-3-(1H-imidazol-2-yl)-1H-indazol-6-yl)phenyl)-2-methylbenzenesulfonamide